2-bromo-1-(2-methyl-6-(trifluoromethyl)pyridin-3-yl)ethan-1-one, bromide salt [Br-].BrCC(=O)C=1C(=NC(=CC1)C(F)(F)F)C